NCCCCCC(=O)OCC(CCCCCCCC)CCCCCC 2-hexyldecyl 6-aminocaproate